C(C)OC(=O)C1=NC=CC(=C1)C(=O)OCC pyridine-2,4-dicarboxylic acid diethyl ester